(O-methyl)tyrosine COC1=CC=C(C[C@H](N)C(=O)O)C=C1